C#CC=CCC hexene-1-yne